2-((1S,2R,3R,6S,8S)-2-(((tert-butoxycarbonyl)amino)methyl)tricyclo[4.2.1.03,8]nonan-2-yl)acetic acid C(C)(C)(C)OC(=O)NC[C@]1([C@@H]2[C@H]3C[C@H](CC[C@@H]13)C2)CC(=O)O